1-(3-cyano-1-methyl-2-oxo-1,2-dihydroquinolin-4-yl)piperidine-4-carboxylic acid ethyl ester C(C)OC(=O)C1CCN(CC1)C1=C(C(N(C2=CC=CC=C12)C)=O)C#N